C(C=C)(=O)OC(C(OC(C=C)=O)COC(C=C)=O)OCCC (3-propoxy)glycerol triacrylate